7-keto-2-azaspiro[3.5]nonane-2-carboxylic acid tert-butyl ester C(C)(C)(C)OC(=O)N1CC2(C1)CCC(CC2)=O